(S)-N-(4-(4-amino-7-(2-(dimethylamino)pyridin-4-yl)-1-methyl-1H-pyrazolo[4,3-c]pyridin-3-yl)-2-(1-(4-fluorophenyl)ethoxy)phenyl)-1,1-difluoromethanesulfonamide NC1=NC=C(C2=C1C(=NN2C)C2=CC(=C(C=C2)NS(=O)(=O)C(F)F)O[C@@H](C)C2=CC=C(C=C2)F)C2=CC(=NC=C2)N(C)C